C1(=CC=CC=C1)P(OC1=C(C(=CC(=C1)C(C)(CCCCCC)C)O)C1=C(C=CC(=C1)C)C(=C)C)(OC)=O 6-hydroxy-5'-methyl-4-(2-methyloctan-2-yl)-2'-(prop-1-en-2-yl)-[1,1'-biphenyl]-2-yl methyl phenylphosphonate